C(C)(C)(C)[C@@H]1CC=2C=C3C(=NC2CC1)SC(=N3)C(=O)N[C@H](CC[NH+]3[C@@H](CC3)CO)C=3C=NC(=CC3)NS(N(C)C)(=O)=O (7S)-7-tert-butyl-N-[(1R)-1-[6-(dimethylsulfamoylamino)-3-pyridyl]-3-[(2S)-2-(hydroxymethyl)azetidin-1-ium-1-yl]propyl]-5,6,7,8-tetrahydrothiazolo[5,4-b]quinoline-2-carboxamide